{[3-({7-Amino-5-methyl-[1,2,5]oxadiazolo[3,4-b]pyridin-6-yl}methyl)phenyl]imino}dimethyl-λ6-sulfanone NC=1C=2C(N=C(C1CC=1C=C(C=CC1)N=S(=O)(C)C)C)=NON2